BrC=1C=NN2C1C=1N(C=3C(=CC(=CC3C1C#N)F)F)CCCC2 1-bromo-10,12-difluoro-5,6,7,8-tetrahydropyrazolo[5',1':3,4][1,4]diazocino[1,2-a]indole-14-carbonitrile